CC(=O)C1=CC(=C(C=C1)Cl)C(F)(F)F 4-chloro-3-(trifluoromethyl)acetophenone